2-((S)-1-acryloyl-4-((R)-7-(8-methylnaphthalen-1-yl)-2-(((S)-1-methylpyrrolidin-2-yl)methoxy)-7,8-dihydro-5H-pyrano[4,3-d]pyrimidin-4-yl)piperazin-2-yl)acetonitrile C(C=C)(=O)N1[C@H](CN(CC1)C=1C2=C(N=C(N1)OC[C@H]1N(CCC1)C)C[C@@H](OC2)C2=CC=CC1=CC=CC(=C21)C)CC#N